C(=O)N(C(=O)N)C=O N,N-diformyl-urea